(2R,3R,4S,5R,6R)-2-(hydroxymethyl)-6-((4-(2-hydroxypropan-2-yl)-1H-1,2,3-triazol-1-yl)methyl)-5-methoxy-4-(4-(2,3,4-trifluorophenyl)-1H-1,2,3-triazol-1-yl)tetrahydro-2H-pyran-3-ol OC[C@H]1O[C@@H]([C@@H]([C@H]([C@H]1O)N1N=NC(=C1)C1=C(C(=C(C=C1)F)F)F)OC)CN1N=NC(=C1)C(C)(C)O